(Z)-5-((1H-indol-3-yl)methylene)-N-(benzo[d][1,3]dioxol-5-yl)-4-methylene-4,5-dihydrothiazol-2-amine N1C=C(C2=CC=CC=C12)\C=C/1\C(N=C(S1)NC1=CC2=C(OCO2)C=C1)=C